FC1=CC(=C(C=C1)C=1C=CC=C2C=NC(=NC12)NC=1C=C(C=CC1)NC(=O)C1=CC=C(C(=O)O)C=C1)OC(C)C 4-((3-((8-(4-fluoro-2-isopropoxyphenyl)quinazolin-2-yl)amino)phenyl)carbamoyl)benzoic acid